3-(5-(4-((R)-2-methyl-piperazine-1-carbonyl)piperidin-1-yl)-1-oxoisoindolin-2-yl)piperidine-2,6-dione C[C@H]1N(CCNC1)C(=O)C1CCN(CC1)C=1C=C2CN(C(C2=CC1)=O)C1C(NC(CC1)=O)=O